2-(5-methoxy-1H-indol-3-yl)-N-[4-(2-methyl-1H-indol-3-yl)thiazol-2-yl]acetamide COC=1C=C2C(=CNC2=CC1)CC(=O)NC=1SC=C(N1)C1=C(NC2=CC=CC=C12)C